(R,4S)-tert-butyl 4-(4-amino-3-((1-methyl-1H-benzo[d]imidazol-5-yl)ethynyl)-1H-pyrazolo[4,3-c]pyridin-1-yl)-2-(methoxymethyl)pyrrolidine-1-carboxylate NC1=NC=CC2=C1C(=NN2[C@H]2C[C@@H](N(C2)C(=O)OC(C)(C)C)COC)C#CC2=CC1=C(N(C=N1)C)C=C2